N[C@H]1[C@H](OCCC1)C1=C(C2=NC(=CC(=C2S1)NCC=1SC=CC1)Cl)Cl 2-((2S,3R)-3-aminotetrahydro-2H-pyran-2-yl)-3,5-dichloro-N-(thiophen-2-ylmethyl)thieno[3,2-b]pyridin-7-amine